C(C1=CC=CC=C1)OC(=O)N1CC(CC1)(C)C benzyl-3,3-dimethyl-pyrrolidine-1-carboxylate